NC1=C(C=C2N(C(C=NC2=C1)=O)[C@@H](C)C1=CC(=CC=C1)OC(F)(F)F)C#N 7-amino-3-oxo-4-[(1S)-1-[3-(trifluoromethoxy)phenyl]ethyl]quinoxaline-6-carbonitrile